N-{(6S)-2-[4-(2,6-difluorophenyl)-6-(trifluoromethyl)pyrazolo[1,5-a]pyridin-3-yl]-3-oxo-2,5,6,7-tetrahydro-3H-pyrrolo[1,2-c]imidazol-6-yl}ethanesulfonamide FC1=C(C(=CC=C1)F)C=1C=2N(C=C(C1)C(F)(F)F)N=CC2N2C(N1C(=C2)C[C@@H](C1)NS(=O)(=O)CC)=O